(7R,14R)-6-(methyl-d3)-11-(4,4,5,5-tetramethyl-1,3,2-dioxaborolan-2-yl)-1-((triisopropylsilyl)ethynyl)-6,7-dihydro-7,14-methanobenzo[f]benzo[4,5]imidazo[1,2-a][1,4]diazocin-5(14H)-one C(N1[C@H]2C=3N([C@@H](C4=C(C1=O)C=CC=C4C#C[Si](C(C)C)(C(C)C)C(C)C)C2)C2=C(N3)C=CC(=C2)B2OC(C(O2)(C)C)(C)C)([2H])([2H])[2H]